C(#N)N1C[C@@H](C[C@H]1C)NC(=O)C=1OC(=NN1)C1=C(C=CC(=C1)C(F)(F)F)OC1CC1 N-((3R,5R)-1-Cyano-5-methylpyrrolidin-3-yl)-5-(2-cyclopropoxy-5-(trifluoromethyl)phenyl)-1,3,4-oxadiazol-2-carboxamid